3-(4-phenyl-1H-2-imidazolyl)-1H-pyrazole C1(=CC=CC=C1)C=1N=C(NC1)C1=NNC=C1